(R)-3-(methyl-(quinolin-3-yl)amino)pyrrolidine-1-carboxylic acid tert-butyl ester C(C)(C)(C)OC(=O)N1C[C@@H](CC1)N(C=1C=NC2=CC=CC=C2C1)C